2,2-bis[3-Amino-4-(N-propylamino)Phenyl]Hexafluoropropane NC=1C=C(C=CC1NCCC)C(C(F)(F)F)(C(F)(F)F)C1=CC(=C(C=C1)NCCC)N